C(=O)(O)C(C(=O)O)C(C)C(C1=CC(=C(C=C1)F)[N+](=O)[O-])=O 2-carboxyl-3-(3-nitro-4-fluorobenzoyl)-butyric acid